C(C1=CC=CC=C1)OCCOCCOCCOCCC(=O)OC(C)(C)C tert-butyl 3-[2-[2-(2-benzyloxyethoxy)ethoxy]ethoxy]propanoate